Benzyl 2-((3aR)-3-oxo-3a-(3-phenylpropyl)-1,3,3a,4,5,6-hexahydroisobenzofuran-1-yl)acetate O=C1OC(C2=CCCC[C@]12CCCC1=CC=CC=C1)CC(=O)OCC1=CC=CC=C1